C(C)OC(C(C[C@H](C(=O)C1=CC2=CC=CC=C2C=C1)C1=CC=C(C=C1)NC(C(C)C1=CC=C(C=C1)CC(C)C)=O)F)=O (4S)-2-fluoro-4-(4-(2-(4-isobutylphenyl)propionamido)phenyl)-5-(naphthalen-2-yl)-5-oxopentanoic acid ethyl ester